(R)-4-(5-(5-(2,3-dihydro-1H-inden-4-yl)-6-methoxy-1H-pyrazolo[4,3-b]pyridin-3-yl)pyridin-2-yl)-1-(4-methylmorpholine-3-carbonyl)piperidine-4-carbonitrile C1CCC2=C(C=CC=C12)C1=C(C=C2C(=N1)C(=NN2)C=2C=CC(=NC2)C2(CCN(CC2)C(=O)[C@@H]2N(CCOC2)C)C#N)OC